NC=1C=C2C(=CN=C(C2=CN1)NC)C#CC1=CC=C(OC2CN(C2)C(C)=O)C=C1 1-(3-(4-((6-amino-1-(methylamino)-2,7-naphthyridin-4-yl)ethynyl)phenoxy)azetidin-1-yl)ethan-1-one